C(C(=C)C)(=O)OCCOC(C(=C)C)=O ethylene glycol bismethacrylate